C(C(C)=C)OCC(C(=O)OCCCCCCCCCCCCCCCCCC)=C stearyl α-methallyloxymethylacrylate